4-((1S,4S)-2,5-diazabicyclo[2.2.1]heptan-2-yl)-2-hydroxybenzaldehyde [C@@H]12N(C[C@@H](NC1)C2)C2=CC(=C(C=O)C=C2)O